C(C)C=1[C-](C=CC1)CC diethyl-cyclopentadienide